tert-butyl (2s)-2-((tert-butoxycarbonyl)amino)-4-((4,4,4-trifluoro-3-hydroxy-3-(pyridin-2-yl)butyl)sulfonyl)butanoate C(C)(C)(C)OC(=O)N[C@H](C(=O)OC(C)(C)C)CCS(=O)(=O)CCC(C(F)(F)F)(C1=NC=CC=C1)O